(1-isopropyl-3-(trifluoromethyl)-1H-pyrazol-5-yl)boric acid C(C)(C)N1N=C(C=C1OB(O)O)C(F)(F)F